((1R,2R)-2-(hydroxymethyl)cyclopropyl)carbamic acid tert-butyl ester C(C)(C)(C)OC(N[C@H]1[C@@H](C1)CO)=O